C(C)C1/C(/CNC1)=C\C=1C(=C(C(=CC1)O)N1CC(NS1(=O)=O)=O)F (E)-5-(3-((4-ethylpyrrolidin-3-ylidene)methyl)-2-fluoro-6-hydroxyphenyl)-1,2,5-thiadiazolidin-3-one 1,1-dioxide